CC1=C(C(C[C@@H](C1)O)(C)C)/C=C/C(=C/C=C/C(=C/C=C/C=C(\\C)/C=O)/C)/C The molecule is an apo carotenoid C25 terpenoid compound consisting of 12'-apo-beta-carotene having an aldehyde group in the 12'-position and an (R)-hydroxy substituent at the 3-position. It has a role as a plant metabolite. It is an enal and an apo carotenoid C25 terpenoid.